NC=1C2=C(N=CN1)N(C=C2C=2SC=CN2)[C@H]2[C@@H]([C@@H]([C@H](C2)C2=CC(=CC(=C2)Cl)Cl)O)O (1R,2S,3R,5R)-3-(4-amino-5-(thiazol-2-yl)-7H-pyrrolo[2,3-d]pyrimidin-7-yl)-5-(3,5-dichlorophenyl)cyclopentane-1,2-diol